1,1-bis[4-(di-4-Tolylamino)phenyl]cyclohexane C1(=CC=C(C=C1)N(C1=CC=C(C=C1)C1(CCCCC1)C1=CC=C(C=C1)N(C1=CC=C(C=C1)C)C1=CC=C(C=C1)C)C1=CC=C(C=C1)C)C